FC=1C=CC(=NC1)C1=NN2C(CC[C@H](C2)COC)=C1C1=C2C(=NC(=C1)C)NN=C2 (R)-4-[2-(5-fluoro-2-pyridinyl)-6-(methoxymethyl)-4,5,6,7-tetrahydropyrazolo[1,5-a]Pyridin-3-yl]-6-methyl-1H-pyrazolo[3,4-b]Pyridine